1-diazo-1-dimethoxyphosphino-propane-2-one [N+](=[N-])=C(C(C)=O)P(OC)OC